1-(4-benzyloxyphenoxy)propan-2-one C(C1=CC=CC=C1)OC1=CC=C(OCC(C)=O)C=C1